diphenylsilylene(tetramethylcyclopentadienyl)(indenyl)-zirconium dichloride [Cl-].[Cl-].C1(=CC=CC=C1)[Si](=[Zr+2](C1C=CC2=CC=CC=C12)C1(C(=C(C(=C1)C)C)C)C)C1=CC=CC=C1